C(#N)C=1C(=C(C=C2C(=CC(=NC12)C)C(C)NC1=C(C(=O)O)C=CC=C1)C1=CC=CC=C1)C 2-((1-(8-cyano-2,7-dimethyl-6-phenylquinolin-4-yl)ethyl)amino)benzoic acid